3,5-Dimethylisoxazole-4-carboxylic acid [5-(2-oxo-1,2,3,4-tetrahydro-quinolin-6-yl)-pyridin-3-ylmethyl]-amide O=C1NC2=CC=C(C=C2CC1)C=1C=C(C=NC1)CNC(=O)C=1C(=NOC1C)C